ClC=1C=C2C=NC(=NC2=CC1N1CCN(CC1)C1(COC1)C)NC=1C=NN(C1Cl)CC1CCC1 6-chloro-N-[5-chloro-1-(cyclobutylmethyl)-1H-pyrazol-4-yl]-7-[4-(3-methyloxetan-3-yl)piperazin-1-yl]quinazolin-2-amine